5-amino-2,3-dihydrobenzofuran-6-carbaldehyde NC=1C(=CC2=C(CCO2)C1)C=O